CC=1C(=C2C(=[N+](C1Br)[O-])CCC2)C(=O)OC methyl-2-bromo-4-(methoxycarbonyl)-6,7-dihydro-5H-cyclopenta[b]pyridine 1-oxide